4-butyl-N,N-dimethylnaphthalene-1-amine C(CCC)C1=CC=C(C2=CC=CC=C12)N(C)C